2-(1-(2-methoxyethyl)-1H-pyrazol-4-yl)-N-(2-methyl-5-(3-(pyrrolidin-2-yl)propanamido)pyridin-3-yl)pyrazolo[5,1-b]thiazole-7-carboxamide COCCN1N=CC(=C1)C1=CN2C(S1)=C(C=N2)C(=O)NC=2C(=NC=C(C2)NC(CCC2NCCC2)=O)C